1-benzyl-5-methyl-2-phenyl-Piperidin-4-on C(C1=CC=CC=C1)N1C(CC(C(C1)C)=O)C1=CC=CC=C1